ONC(=O)C1=CC2=C(OCC(N2CC=2OC3=C(N2)C=CC(=C3)C)=O)C=C1 N-hydroxy-4-((6-methylbenzo[d]oxazol-2-yl)methyl)-3-oxo-3,4-dihydro-2H-benzo[b][1,4]oxazine-6-carboxamide